FC1([C@@H]([C@H]2N(C(CNC=3C=CC(=C(OC=4C=CC=C(C2)C4F)N3)C)=O)C1)NS(=O)(=O)CC)F N-[(15aS,16R)-17,17,20-trifluoro-7-methyl-1-oxo-2,3,15a,16,17,18-hexahydro-1H,15H-4,8-(azeno)-14,10-(metheno)pyrrolo[1,2-j][1,7,10]oxadiazacycloheptadecin-16-yl]ethanesulfonamide